C(C)(C)(C)OC(=O)N1CCN(CC1)C=1C=NC(=CC1)NC(C1=CC(=C(C=C1)Br)F)=O 4-[6-(4-bromo-3-fluoro-benzoylamino)-pyridin-3-yl]-piperazine-1-carboxylic acid tert-butyl ester